((trifluoromethanesulfonyl)oxy)-3,6-dihydropyridine-1(2H)-carboxylate FC(S(=O)(=O)OC1N(CC=CC1)C(=O)[O-])(F)F